ClC=1C=C(C=CC1C(=O)N1CCN(CC1)C(=O)C1CCN(CC1)C)NC(=O)C=1N(C(=CN1)C=1C(=NN(C1)C1=NNC=C1C)C(F)(F)F)C N-[3-chloro-4-[4-(1-methylpiperidine-4-carbonyl)piperazine-1-carbonyl]phenyl]-1-methyl-5-[1-(4-methyl-1H-pyrazol-3-yl)-3-(trifluoromethyl)pyrazol-4-yl]imidazole-2-carboxamide